C(C)(=O)NC1=CC2=C(C=N1)C1(CN2C(=O)OC(C)(C)C)CC1 tert-butyl 6'-acetamidospiro[cyclopropane-1,3'-pyrrolo[3,2-c]pyridine]-1'(2'H)-carboxylate